3-isopropyl-1,8-dimethyl-5-[[(1R)-1-[3-(1,1-difluoro-2-hydroxy-ethyl)-2-methyl-phenyl]ethyl]amino]imidazo[4,5-g]phthalazin-2-one C(C)(C)N1C(N(C2=CC=3C(=NN=C(C3C=C21)N[C@H](C)C2=C(C(=CC=C2)C(CO)(F)F)C)C)C)=O